C(=O)C1=C2CC(CC2=C(C=C1OCC1=CC=C(C=C1)OC)OC)C(=O)O 4-formyl-7-methoxy-5-((4-methoxybenzyl)oxy)-2,3-dihydro-1H-indene-2-carboxylic acid